2-(Methyl-((9Z,12Z)-octadeca-9,12-dien-1-yl)amino)ethane-1-thiol CN(CCS)CCCCCCCC\C=C/C\C=C/CCCCC